C(CCCCCCC\C=C/CCCCCC)C1(OC[C@@H](O1)CCN(C)C)CCCCCCCC\C=C/CCCCCC 2-((S)-2,2-bis((Z)-hexadec-9-en-1-yl)-1,3-dioxolan-4-yl)-N,N-dimethylethane-1-amine